NC(C(=O)O)(CCCCB(O)O)CCCN1CCN(CC1)C(C1=CC(=CC=C1)F)=O 2-amino-6-borono-2-(3-(4-(3-fluorobenzoyl)piperazin-1-yl)propyl)hexanoic acid